COC1=NC=C(C2=C1N=C(S2)NC(=O)N2CCC(CC2)(O)C(F)F)C2CCOCC2 4-Difluoromethyl-4-hydroxy-piperidine-1-carboxylic acid [4-methoxy-7-(tetrahydro-pyran-4-yl)-thiazolo[4,5-c]pyridin-2-yl]-amide